(R)-1-benzyl-3-((R)-1-trityl-aziridine-2-carbonyl)imidazolidine-4-carboxylic acid methyl ester COC(=O)[C@@H]1N(CN(C1)CC1=CC=CC=C1)C(=O)C1[N@@](C1)C(C1=CC=CC=C1)(C1=CC=CC=C1)C1=CC=CC=C1